2-butyl-4-(4-((1-(piperidin-4-ylmethyl)piperidin-4-yl)oxy)phenyl)-2,7-naphthyridin C(CCC)N1CC2=CN=CC=C2C(=C1)C1=CC=C(C=C1)OC1CCN(CC1)CC1CCNCC1